(2S,3S,4R,5R)-5-(2-(5-chloropyridin-3-yl)-6-((thiophen-3-ylmethyl)amino)-9H-purin-9-yl)-3,4-dihydroxyl-N-(methyl-d3)tetrahydrofuran-2-carboxamide ClC=1C=C(C=NC1)C1=NC(=C2N=CN(C2=N1)[C@H]1[C@@H]([C@@H]([C@H](O1)C(=O)NC([2H])([2H])[2H])O)O)NCC1=CSC=C1